5-(3-(sec-butyl)-2-oxo-2,3,4,5-tetrahydro-1H-benzo[1,4]diazepine-4-carbonyl)nicotinamide tert-butyl-(3R,4S)-3-fluoro-4-hydroxypyrrolidine-1-carboxylate C(C)(C)(C)OC(=O)N1C[C@H]([C@H](C1)O)F.C(C)(CC)C1C(NC2=C(CN1C(=O)C=1C=NC=C(C(=O)N)C1)C=CC=C2)=O